3,4-dimethyl-8-[(3S)-3-[[6-(trifluoromethyl)-3-pyridyl]oxy]pyrrolidin-1-yl]pyrimido[4',5':4,5]thieno[2,3-c]pyridazine dihydrochloride Cl.Cl.CC1=C(C2=C(N=N1)SC1=C2N=CN=C1N1C[C@H](CC1)OC=1C=NC(=CC1)C(F)(F)F)C